ClC1=NC=C(C(=C1)C1=C(C=NC(=C1)C)C(=O)NC=1SC(=NN1)COC)OC 2'-chloro-5'-methoxy-N-(5-(methoxymethyl)-1,3,4-thiadiazol-2-yl)-6-methyl-(4,4'-bipyridine)-3-carboxamide